2-bromo-7-iododibenzo[b,d]furan BrC1=CC2=C(OC3=C2C=CC(=C3)I)C=C1